3-fluoro-5,6-dihydro-7H-pyrrolo[3,4-b]pyridin-7-one FC=1C=C2C(=NC1)C(NC2)=O